C12CN(CC2C1)C=1C2=C(N=C(N1)Cl)N(C=C2)[C@H]2[C@@H]([C@@H]([C@H](O2)COCP(O)(O)=O)O)O [(2R,3S,4R,5R)-5-[4-(3-azabicyclo[3.1.0]-hexan-3-yl)-2-chloro-pyrrolo[2,3-d]-pyrimidin-7-yl]-3,4-dihydroxy-tetrahydro-furan-2-yl]methoxy-methylphosphonic acid